9-Ethyl-6,6-dimethyl-8-[4-(morpholin-4-yl)piperidin-1-yl]-l-1-oxo-6,11-dihydro-5H-benzo[b]carbazole-3-carbonitrile C(C)C1=CC2=C(C(C=3NC=4C=C(CC(C4C3C2)=O)C#N)(C)C)C=C1N1CCC(CC1)N1CCOCC1